C(C(=O)[O-])(=O)[O-].[Lu+3].[Ca+2] calcium lutetium oxalate